2-pyrroleamine N1C(=CC=C1)N